C(C1=CC=CC=C1)O[C@@H]1[C@H](O[C@@H]([C@H]([C@H]1OCC1=CC=CC=C1)OCC1=CC=CC=C1)OC)[C@H](COC(C1=CC=CC=C1)(C1=CC=CC=C1)C1=CC=CC=C1)F (2S,3S,4S,5S,6S)-3,4,5-tris(benzyloxy)-2-((S)-1-fluoro-2-(triphenylmethoxy)ethyl)-6-methoxytetrahydro-2H-pyran